2-(3-{5-[(R)-(3,5-difluoro-4-isopropyl-phenyl)-(1,3-dimethyl-azetidin-3-yl)-hydroxy-methyl]-pyridin-3-yl}-[1,2,4]Oxadiazol-5-yl)-propan-2-ol FC=1C=C(C=C(C1C(C)C)F)[C@@](C=1C=C(C=NC1)C1=NOC(=N1)C(C)(C)O)(O)C1(CN(C1)C)C